O=C1C=2N(N3CCC=CCN1C3)C=C(C(C2)=O)C(=O)N 8,10-dioxo-3,6,8,10-tetrahydro-2H-1,7-methanopyrido[1,2-b][1,2,5]triazecine-11-carboxamide